3-((5-methoxy-3,4-dihydroquinolin-1(2H)-yl)carbonyl)-1,5,7-trimethyl-1,5-dihydro-4H-pyrrolo[3,2-c]pyridin-4-one COC1=C2CCCN(C2=CC=C1)C(=O)C1=CN(C2=C1C(N(C=C2C)C)=O)C